NC=1C(N(C(=CN1)C1=CC=CC=C1)CC(=O)O)=O 2-(3-Amino-2-oxo-6-phenylpyrazin-1(2H)-yl)acetic acid